N12C[C@@H](C(CC1)CC2)NC(=O)C2=C1N(C=3C=CC=CC23)CCOC1 N-[(3R)-1-azabicyclo[2.2.2]octan-3-yl]-1H,3H,4H-[1,4]oxazino[4,3-a]indole-10-carboxamide